imidazole bromine hydrochloride Cl.[Br].N1C=NC=C1